CN1N=C(C=C1)C(=O)N1CC2=C(C=C(C=C2CC1)C=1C=C2C(=NC1)NC=C2C)[C@H]2N(CCC2)C(=O)OC(C)(C)C tert-butyl (S)-2-(2-(1-methyl-1H-pyrazole-3-carbonyl)-6-(3-methyl-1H-pyrrolo[2,3-b]pyridin-5-yl)-1,2,3,4-tetrahydroisoquinolin-8-yl)pyrrolidine-1-carboxylate